C(#N)N1C[C@@H](OCC1)C(=O)NC1=NC=NC(=C1)C1=CC(=CC=C1)OC(C)C (R)-4-Cyano-N-(6-(3-isopropoxy-phenyl)pyrimidin-4-yl)morpholine-2-carboxamide